Cl.COC=1C=C2C(=CC=NC2=CC1)OC1CCNCC1 6-methoxy-4-(piperidin-4-yloxy)quinoline hydrochloride